C(C)N1C=C(C(C2=CC(=C(C=C12)N1CCN(CC1)CC1=CC(NC2=CC=CC=C12)=O)F)=O)C(=O)O 1-ethyl-6-fluoro-7-(4-((2-oxo-1,2-dihydroquinolin-4-yl)-methyl)piperazin-1-yl)-4-oxo-1,4-dihydroquinoline-3-carboxylic acid